NCCCNC1=CC=C(C=C1)C(C(=O)N[C@@H](C(=O)NCC1=CC=C(C=C1)O)CCCN\C(=N/C(NCC)=O)\N)C1=CC=CC=C1 (2R)-2-(2-(4-((3-aminopropyl)amino)phenyl)-2-phenylacetamido)-5-((Z)-2-(ethylcarbamoyl)guanidino)-N-(4-hydroxybenzyl)pentanamide